C1(CC1)NC(=O)C=1C2=C(SC1NC(C1=C(C=C(C=C1)C1=NOC(C1)(C(F)(F)F)C1=CC(=CC(=C1)Cl)Cl)C)=O)CCCC2 N-cyclopropyl-2-(4-(5-(3,5-dichlorophenyl)-5-(trifluoromethyl)-4,5-dihydroisoxazol-3-yl)-2-methylbenzamido)-4,5,6,7-tetrahydrobenzo[b]thiophene-3-carboxamide